6,11b-(epiminoethano)-1,5a-methanonaphtho[1,2-e]indole-3-carboxylate C12=CN(C=3C=CC4(C5(C13)C1=CC=CC=C1C=C4NCC5)C2)C(=O)[O-]